C(C=C)(=O)N1CC(C1)N1C[C@H]2N(C3=C(OC2)C=C(C=C3)C=3C=2N(C=C(C3)C=3C=NN(C3)C)N=CC2C#N)CC1 (R)-4-(3-(1-acryloylazetidin-3-yl)-1,2,3,4,4a,5-hexahydrobenzo[b]pyrazino[1,2-d][1,4]oxazin-8-yl)-6-(1-methyl-1H-pyrazol-4-yl)pyrazolo[1,5-a]pyridine-3-carbonitrile